N-[(6S)-2,4-dimethyl-5-oxo-7,8-dihydro-6H-pyrazolo[1,5-a][1,3]diazepin-6-yl]spiro[5H-furo[3,4-d]pyrimidine-7,3-tetrahydropyran]-2-carboxamide CC1=NN2C(N(C([C@H](CC2)NC(=O)C=2N=CC3=C(N2)C2(COCCC2)OC3)=O)C)=C1